Acetylcholin C(C)(=O)OCC[N+](C)(C)C